2,4-di-methyl-benzoyl peroxide CC1=C(C(=O)OOC(C2=C(C=C(C=C2)C)C)=O)C=CC(=C1)C